1-(5-fluoropyridin-2-yl)-N-methylmethylamine FC=1C=CC(=NC1)CNC